C(C)(C)(C)OC(=O)N1CCC(CC1)COC1=CC=C(C=C1)NC(C(=O)OC)(C)C 4-((4-((1-Methoxy-2-methyl-1-oxopropan-2-yl)amino)phenoxy)methyl)piperidine-1-carboxylic acid tert-butyl ester